(1R,5S)-tert-butyl 3-(7-(3-chloro-2-methylphenyl)-8-fluoro-2-((hexahydro-1H-pyrrolizin-7a-yl)methoxy)pyrido[4,3-d]pyrimidin-4-yl)-3,8-diazabicyclo[3.2.1]octane-8-carboxylate ClC=1C(=C(C=CC1)C1=C(C=2N=C(N=C(C2C=N1)N1C[C@H]2CC[C@@H](C1)N2C(=O)OC(C)(C)C)OCC21CCCN1CCC2)F)C